3-(2-isopropylphenyl)azetidine C(C)(C)C1=C(C=CC=C1)C1CNC1